2-[6-(7-methyl-2,7-diazaspiro[4.4]nonan-2-yl)[1,3]thiazolo[4,5-c]pyridazin-3-yl]-5-(1H-pyrazol-4-yl)phenol CN1CC2(CCN(C2)C=2SC3=C(N=NC(=C3)C3=C(C=C(C=C3)C=3C=NNC3)O)N2)CC1